FC=1C=C(C=C(C1S(N)(=O)=O)F)C(C(=O)O)(C)C 2-(3,5-difluoro-4-sulfamoylphenyl)-2-methylpropanoic acid